2,6-dichloro-1,2,3,4-tetrahydro-9,10-anthraquinone ClC1CC=2C(C3=CC=C(C=C3C(C2CC1)=O)Cl)=O